methyl (E)-3-(2-chloro-6-ethynylphenyl)acrylate ClC1=C(C(=CC=C1)C#C)/C=C/C(=O)OC